(1S,2R)-2-((2-amino-6-(1H-pyrazol-5-yl)thieno[3,2-d]pyrimidin-4-yl)amino)cyclopentanol NC=1N=C(C2=C(N1)C=C(S2)C2=CC=NN2)N[C@H]2[C@H](CCC2)O